ClC=1C(=NC=CC1)CNC1=NS(C2=C(N1)C(=CC=C2)C(C)(C)C2=C(C=CC=C2)F)(=O)=O 3-(((3-chloropyridin-2-yl)methyl)amino)-5-(2-(2-fluorophenyl)propan-2-yl)-4H-benzo[e][1,2,4]-thiadiazine 1,1-dioxide